BrC1=CC2=C(NC(=N2)C2=NN(C=3C[C@@]4([C@H](CC23)C4)C)COCC[Si](C)(C)C)C(=C1F)F (4aS,5aR)-3-(5-bromo-6,7-difluoro-1H-benzo[d]imidazol-2-yl)-5a-methyl-1-((2-(trimethylsilyl)ethoxy)methyl)-1,4,4a,5,5a,6-hexahydrocyclopropa[f]indazole